Cl.CN[C@]1(CC2=C(C(=CS2)C(F)(F)F)CC1)C |r| racemic-N,6-dimethyl-3-(trifluoromethyl)-5,7-dihydro-4H-benzothiophen-6-amine hydrochloride